(rac)-1-[1-[2-amino-4-(trifluoromethoxy)benzoyl]-4-piperidyl]-6-tetrahydropyran-3-yl-3H-imidazo[4,5-b]pyridin-2-one NC1=C(C(=O)N2CCC(CC2)N2C(NC3=NC=C(C=C32)[C@@H]3COCCC3)=O)C=CC(=C1)OC(F)(F)F |r|